2-[1-[Difluoro[(trifluoroethenyl)oxy]methyl]-1,2,2,2-tetrafluoroethoxy]-1,1,2,2-tetrafluoroethanesulfonic acid FC(C(C(F)(F)F)(OC(C(S(=O)(=O)O)(F)F)(F)F)F)(OC(=C(F)F)F)F